COC=1C=C2C(=NC(=NC2=CC1OC)C)N[C@H](C)C=1C=C(C=CC1)C1=C(C=CC=C1)COC 6,7-dimethoxy-N-{(1R)-1-[2'-(methoxymethyl)biphenyl-3-yl]ethyl}-2-methylquinazolin-4-amine